N,N'-bis(3-tripropoxysilylpropyl)urea C(CC)O[Si](CCCNC(=O)NCCC[Si](OCCC)(OCCC)OCCC)(OCCC)OCCC